2-ethylbutyl ((S)-((S)-2,2-difluoro-1-((2S,3S,5R)-5-(5-fluoro-2,4-dioxo-3,4-dihydropyrimidin-1(2H)-yl)-3-hydroxytetrahydrofuran-2-yl)ethoxy)(phenoxy)phosphoryl)-L-alaninate FC([C@@H](O[P@](=O)(OC1=CC=CC=C1)N[C@@H](C)C(=O)OCC(CC)CC)[C@H]1O[C@H](C[C@@H]1O)N1C(NC(C(=C1)F)=O)=O)F